(S)-1-{2-[1-(4-fluorophenyl)ethylamino]-6-(pyrazin-2-ylamino)pyrimidin-4-yl}-3-(trifluoromethyl)azetidine FC1=CC=C(C=C1)[C@H](C)NC1=NC(=CC(=N1)N1CC(C1)C(F)(F)F)NC1=NC=CN=C1